C1(N=CC=C2C=CC=3C(=C12)C=C1C=CC=CC13)=O Indenoisoquinolone